2-cyclopropyl-5-methoxy-1-(1-propyl-1H-pyrazol-4-yl)-1H-indole-3-carboxylic acid C1(CC1)C=1N(C2=CC=C(C=C2C1C(=O)O)OC)C=1C=NN(C1)CCC